C(C)OC(/C(/C(C)=O)=C/C1=CC(=C(C=C1)O)OCC)=O.ClC1=C(C=CC(=C1I)F)N(S(=O)(=O)C1=CC=CC=C1)COCC[Si](C)(C)C N-(2-chloro-4-fluoro-3-iodophenyl)-N-((2-(trimethylsilyl)ethoxy)methyl)benzenesulfonamide (E)-ethyl-2-(3-ethoxy-4-hydroxybenzylidene)-3-oxobutanoate